CN1C[C@@H](CC1)CO [(3R)-1-Methylpyrrolidin-3-yl]methanol